BrC1=NN(C(=N1)OC1=C(C=CC=C1)Cl)CCC 3-bromo-5-(2-chlorophenoxy)-1-propyl-1H-1,2,4-triazole